C(C)(C)(C)OC(=O)N[C@H](C(CC1=C(C(=O)O)C(=CC=C1)Cl)=O)C (S)-2-(3-((tert-Butoxycarbonyl)amino)-2-oxobutyl)-6-chlorobenzoic acid